(3-(4-(benzyloxy)-3-cyclobutylphenyl)-4,4-dimethyl-5-oxo-2-thioxoimidazol-1-yl)-3-(trifluoromethyl)pyridinecarbonitrile C(C1=CC=CC=C1)OC1=C(C=C(C=C1)N1C(N(C(C1(C)C)=O)C1=C(C(=NC=C1)C#N)C(F)(F)F)=S)C1CCC1